5-BROMO-1H-PYRROLE-3-CARBALDEHYDE BrC1=CC(=CN1)C=O